di-n-butyldiethoxysilane C(CCC)[Si](OCC)(OCC)CCCC